(S)-tert-butyl(4-((tert-butyldiphenylsilyl)oxy)-1-hydroxybutan-2-yl)carbamate C(C)(C)(C)OC(N[C@H](CO)CCO[Si](C1=CC=CC=C1)(C1=CC=CC=C1)C(C)(C)C)=O